BrC=1C=C2C(C(NC2=CC1)=O)=NN=C1SCC(N1C1=CC=C(C=C1)F)=O 5-bromo-3-(2-(3-(4-fluorophenyl)-4-oxothiazolidine-2-ylidene)hydrazono)indol-2-one